6-pyridin-1-ylpyrimidine-2,4-diamine 3-oxide N1(CC=CC=C1)C1=CC(=[N+](C(=N1)N)[O-])N